C(C1=CC=CC=C1)(=O)OC(CCCC)O pentanediol benzoate